(R)-N-(6-chloroisoquinolin-1-yl)-4-(5-methyl-1,3,4-thiadiazol-2-yl)-N-(piperidin-3-yl)benzamide ClC=1C=C2C=CN=C(C2=CC1)N(C(C1=CC=C(C=C1)C=1SC(=NN1)C)=O)[C@H]1CNCCC1